1-(2-chloro-7-methyl-8-oxo-7,8-dihydro-9H-purin-9-yl)-4-oxocyclohexane-1-Carbononitrile ClC1=NC=C2N(C(N(C2=N1)C1(CCC(CC1)=O)C#N)=O)C